C1=CC=CC=2OC3=C(C21)C=C2C(=C3)C3=C(S2)C=CC=C3 benzo[b]benzo[4,5]thieno[2,3-f]benzofuran